C(C)(C)(C)OC(=O)N1CCC2(CC1)[C@H](C1=CC=CC(=C1C2)C)N[S@](=O)C(C)(C)C (R)-1-(((R)-tert-butylsulfinyl)amino)-4-methyl-1,3-dihydrospiro[indene-2,4'-piperidine]-1'-carboxylic acid tert-butyl ester